(R)-3-hydroxy-4-(trimethylammonio)butanoic acid ethyl ester chloride [Cl-].C(C)OC(C[C@H](C[N+](C)(C)C)O)=O